BrC=1C=C(C(=O)NC2=CC=C(C=C2)S(=O)(=O)N2CCN(CC2)C2=NC(=CC(=C2)C(F)(F)F)Cl)C=CC1 3-bromo-N-[4-[4-[6-chloro-4-(trifluoromethyl)-2-pyridinyl]piperazin-1-yl]sulfonylphenyl]benzamide